(2-bromo-7-methyl-4-oxo-furo[2,3-D]pyridazin-5-yl)acetic acid methyl ester COC(CN1N=C(C2=C(C1=O)C=C(O2)Br)C)=O